F[C@H]1CNCC[C@@H]1C(=O)N1OCC[C@H]1C=1C=C(C=NC1)C#N 5-[(3S)-2-[(3R,4R)-3-fluoropiperidine-4-carbonyl]isoxazolidin-3-yl]pyridine-3-carbonitrile